(-)-6-(4-chlorophenyl)-2-(3-fluorophenyl)-N-[(cis)-4-hydroxy-1-oxidotetrahydro-thiophen-3-yl]-3-oxo-2,3-dihydropyridazine-4-carboxamide ClC1=CC=C(C=C1)C=1C=C(C(N(N1)C1=CC(=CC=C1)F)=O)C(=O)N[C@@H]1CS(C[C@@H]1O)=O